Tert-butyl (2-((2-ethoxy-2-methoxyethyl) amino)-2-(4-(trifluoromethyl) phenyl) ethyl)carboxylate C(C)OC(CNC(CC(=O)OC(C)(C)C)C1=CC=C(C=C1)C(F)(F)F)OC